2-(6-(3-(4,4,5,5-tetramethyl-1,3,2-dioxaborolan-2-yl)phenyl)pyridin-2-yl)quinoline CC1(OB(OC1(C)C)C=1C=C(C=CC1)C1=CC=CC(=N1)C1=NC2=CC=CC=C2C=C1)C